ClC1=C(C=C(CN2CC3C(C2)CN(C3)C(=O)N3N=C(C=C3)NC(C)=O)C=C1)C1(CCCC1)O N-(1-(5-(4-chloro-3-(1-hydroxycyclopentyl)benzyl)octahydropyrrolo[3,4-c]pyrrole-2-carbonyl)-1H-pyrazol-3-yl)acetamide